ClC(CC)O[Si](C)(C)CC(C)C chloroisobutyl-dimethyl-propoxysilane